CC1=CCC(CC1)C(=C)C 1-methyl-4-(prop-1-en-2-yl)-cyclohex-1-ene